N-(3-chloro-2-fluoro-4-(oxazol-5-yl)phenyl)chroman-3-carboxamide ClC=1C(=C(C=CC1C1=CN=CO1)NC(=O)C1COC2=CC=CC=C2C1)F